dimethylcyclohexyl-methane tert-butyl-2-[3-(trifluoromethoxy)phenyl]sulfonyl-2,6-diazaspiro[3.3]heptane-6-carboxylate C(C)(C)(C)OC(=O)N1CC2(CN(C2)S(=O)(=O)C2=CC(=CC=C2)OC(F)(F)F)C1.CC(C1CCCCC1)C